Methyl 3-(((3aR,4R,6aR)-2,2-dimethyl-6-oxotetrahydro-4H-cyclopenta[d][1,3]dioxol-4-yl)methylene)cyclobutane-1-carboxylate CC1(O[C@H]2[C@@H](O1)C(C[C@@H]2C=C2CC(C2)C(=O)OC)=O)C